C1(CC1)NCC1=C(N(C2=CC(=CC=C12)C)CC1=CC=C(C=C1)C)C(=O)O 3-[(cyclopropylamino)methyl]-6-methyl-1-[(4-methylphenyl)methyl]-1H-indole-2-carboxylic acid